tert-butyl (6-aminohexyl)(methyl)carbamate NCCCCCCN(C(OC(C)(C)C)=O)C